methyl-3-(1-methyl-1H-pyrazol-4-yl)-5-((3aR,6aS)-2-(tetrahydro-2H-pyran-4-yl)-1,2,3,3a,4,6a-hexahydrocyclopenta[c]pyrrol-5-yl)-1H-indazole CN1N=C(C2=CC(=CC=C12)C=1C[C@@H]2[C@@H](CN(C2)C2CCOCC2)C1)C=1C=NN(C1)C